C(=C)P1(OCC(CO1)(C)C)=O 2,2-dimethyl-1,3-propanediyl vinylphosphonate